2,5-dimethyl-4-[2-methylsulfonyl-4-(trifluoromethyl)benzoyl]-1H-pyrazol-3-one CN1NC(=C(C1=O)C(C1=C(C=C(C=C1)C(F)(F)F)S(=O)(=O)C)=O)C